tert-Butyl (4-(5-chloro-3-(ethylthio)-1-hydroxy-7,9-dihydrofuro[3,4-f]quinazolin-6-yl)-3-cyano-5-fluorobenzo[b]thiophen-2-yl)carbamate ClC1=C(C2=C(C=3C(=NC(=NC13)SCC)O)COC2)C2=C(C=CC=1SC(=C(C12)C#N)NC(OC(C)(C)C)=O)F